2-isobutyramido-N-(2-(3-(trifluoromethoxy)phenoxy)ethyl)isonicotinamide C(C(C)C)(=O)NC=1C=C(C(=O)NCCOC2=CC(=CC=C2)OC(F)(F)F)C=CN1